N-[5-[5-[(1R,2S)-2-fluorocyclopropyl]-1,2,4-oxadiazol-3-yl]-2-methyl-phenyl]-6-(2-tetrahydropyran-2-yloxyethoxymethyl)imidazo[1,2-a]pyridine-3-carboxamide F[C@@H]1[C@H](C1)C1=NC(=NO1)C=1C=CC(=C(C1)NC(=O)C1=CN=C2N1C=C(C=C2)COCCOC2OCCCC2)C